(E)-6-(6-(2-(5-cyclopropyl-3-(3,5-dichloropyridin-4-yl)isoxazol-4-yl)vinyl)-3-azabicyclo[3.1.0]hex-3-yl)-4-methylquinoline-2-carboxylic acid C1(CC1)C1=C(C(=NO1)C1=C(C=NC=C1Cl)Cl)/C=C/C1C2CN(CC12)C=1C=C2C(=CC(=NC2=CC1)C(=O)O)C